N1(N=CC=C1)C1=C(C=CC=C1)NC1=NC(=NC=C1C(=O)OC)NC1=C(C=C(C(=C1)NC(C=C)=O)N(C)CCN(C)C)OC methyl 4-((2-(1H-pyrazol-1-yl)phenyl)amino)-2-((5-acrylamido-4-((2-(dimethylamino)ethyl)(methyl)amino)-2-methoxyphenyl)amino)pyrimidine-5-carboxylate